C([O-])([O-])=O.[Cs+].[Cs+] cesium carbonate